4-((6-bromo-2,3-difluoro-4-nitrophenyl)thio)picolinonitrile BrC1=CC(=C(C(=C1SC1=CC(=NC=C1)C#N)F)F)[N+](=O)[O-]